BrC1=C2C(=C3C=CC(=NC3=C1Cl)OC[C@H]1CN(CCO1)C)COC2 4-Bromo-5-chloro-7-[[(2R)-4-methylmorpholin-2-yl]methoxy]-1,3-dihydrofuro[3,4-f]quinoline